N1-(4-(tert-butyl)-3-(3-methoxypropoxy)phenyl)cyclohexane-1,4-diamine C(C)(C)(C)C1=C(C=C(C=C1)NC1CCC(CC1)N)OCCCOC